N-(2-chloro-5-(4-((1-(3-hydroxyphenyl)ethyl)amino)quinazolin-6-yl)pyridin-3-yl)methanesulfonamide ClC1=NC=C(C=C1NS(=O)(=O)C)C=1C=C2C(=NC=NC2=CC1)NC(C)C1=CC(=CC=C1)O